(rac)-1-(3-(4-(2,4-difluorobenzylidene)piperidin-1-yl)-2-(1-(difluoromethyl)-1H-pyrazol-4-yl)pyrido[3,4-b]pyrazin-7-yl)-2-methylpropane-1,2-diol FC1=C(C=C2CCN(CC2)C2=C(N=C3C(=N2)C=NC(=C3)[C@H](C(C)(O)C)O)C=3C=NN(C3)C(F)F)C=CC(=C1)F |r|